C(C(=C)C)(=O)OCCC[Si](OC)(OC)OC 3-methacryloxypropyl-tri-methoxysilane